6-([1,1'-biphenyl]-4-yl)quinolin C1(=CC=C(C=C1)C=1C=C2C=CC=NC2=CC1)C1=CC=CC=C1